tert-Butyl 3-(7-bromo-5-(methylsulfinyl)benzo[d]oxazol-2-yl)-3,9-diazabicyclo[3.3.1]nonane-9-carboxylate BrC1=CC(=CC=2N=C(OC21)N2CC1CCCC(C2)N1C(=O)OC(C)(C)C)S(=O)C